2-(2,6-dioxopiperidin-3-yl)-2,8-diazaspiro[4.5]decane-1,3-dione O=C1NC(CCC1N1C(C2(CC1=O)CCNCC2)=O)=O